3-(bromomethyl)-1,1-difluorocyclobutan BrCC1CC(C1)(F)F